C(C1=CC=CC=C1)N1CC(CC1)(CC1=CC=CC=C1)C=1C=C2C=NN(C2=CC1C)C1OCCCC1 5-(1,3-dibenzylpyrrolidin-3-yl)-6-methyl-1-(tetrahydro-2H-pyran-2-yl)-1H-indazole